C(C1=CC=CC=C1)OC1=C(N2C(C3=C(C=CC=C13)Br)=NC=N2)C(=O)OC methyl 6-(benzyloxy)-10-bromo-[1,2,4]triazolo[5,1-a]isoquinoline-5-carboxylate